C(C1=CC=CC=C1)N(C)CC1=CC(=NC(=N1)N)NC1=CC=C(C=C1)OC 6-((benzyl(methyl)amino)methyl)-N4-(4-methoxyphenyl)pyrimidine-2,4-diamine